C1CCC2=C(C=3CCCC3C=C12)NC(=O)NS(=O)(=O)/C=C/[C@@H]1N(CCC1)CCN(C(OC(C)(C)C)=O)C tert-butyl (R,E)-(2-(2-(2-(N-((1,2,3,5,6,7-hexahydro-s-indacen-4-yl)carbamoyl)sulfamoyl)vinyl)pyrrolidin-1-yl)ethyl)(methyl)carbamate